FC1=CC(=CC2=C1N=CS2)C(C)O 1-(4-fluorobenzo[d]thiazol-6-yl)ethan-1-ol